6-amino-2-(prop-1-en-2-yl)nicotinonitrile NC1=NC(=C(C#N)C=C1)C(=C)C